FC(C1=C(CN2N=CC(=C2)C=2C(=NOC2C2=NC=CN=C2)C(=O)N)C=CC(=C1)C(F)(F)F)(F)F (1-(2,4-bis(trifluoromethyl)benzyl)-1H-pyrazol-4-yl)-5-(pyrazin-2-yl)isoxazole-3-carboxamide